CC(C(=O)OC(=O)OC1=CC=CC=C1)(C)C phenoxycarbonyl 2,2-dimethylpropionate